NC1=CC=C(C=C1)C=1CCN(CC1)C(=O)OC(C)(C)C tert-butyl 4-(4-aminophenyl)-3,6-dihydropyridine-1(2H)-carboxylate